ClC1=C2C=NN(C2=C(C=C1)C(=O)O)CC=1C=C2C=CC(=NC2=CC1)OC 4-chloro-1-((2-methoxyquinolin-6-yl)methyl)-1H-indazole-7-carboxylic acid